4-oxo-2,4-diphenylbutyronitrile O=C(CC(C#N)C1=CC=CC=C1)C1=CC=CC=C1